N-(6-Cyclopropyl-2-(4,4-difluoropiperidin-1-yl)pyrimidin-4-yl)-4-((2-hydroxyethyl)sulfonamido)-2-(6-azaspiro[2.5]octan-6-yl)benzamide C1(CC1)C1=CC(=NC(=N1)N1CCC(CC1)(F)F)NC(C1=C(C=C(C=C1)NS(=O)(=O)CCO)N1CCC2(CC2)CC1)=O